COCOC1=C(C#N)C=CC=C1B1OC(C(O1)(C)C)(C)C 2-(methoxymethyloxy)-3-(tetramethyl-1,3,2-dioxaborolan-2-yl)benzonitrile